CN1N=CC2=CC=C(C=C12)NC(OCCCC)=O Butyl (1-methyl-1H-indazol-6-yl)carbamate